spiro[chroman-4,1'-indan] phosphorus [P].C12(CCC3=CC=CC=C13)CCOC1=CC=CC=C12